C1(CCCCC1)N(CCCCN1N=CC=C(C1=O)C1=CC=CC=C1)C 2-{4-[cyclohexyl-(methyl)amino]butyl}-4-phenyl-2,3-dihydropyridazin-3-one